2-amino-N'-(bicyclo[1.1.1]pentane-1-yl)-N',3-dimethyl-N-((5-(trifluoromethyl)pyridin-2-yl)methyl)quinoline-6-carbohydrazide NC1=NC2=CC=C(C=C2C=C1C)C(=O)N(N(C)C12CC(C1)C2)CC2=NC=C(C=C2)C(F)(F)F